[Li+].[Li+].[Li+].O(P([O-])(=O)OP(=O)([O-])[O-])CCC(=C)C.[Li+] lithium isopentenyl pyrophosphate trilithium